C(C)(C)(C)P(C(C)(C)C)CC1=C(C=CC=C1)CP(C(C)(C)C)C(C)(C)C 1,2-bis((di-tert-butylphosphaneyl)methyl)benzene